1-phenyl-2,10-dioxa-5,8-diazadodecane C1(=CC=CC=C1)COCCNCCNCOCC